N1=CC=C(C=C1)C[C@H](N)C(=O)O 3-(4-Pyridyl)-Alanine